O1C2=C(OCC1)C=CC=C2 Benzo[b]1,4-dioxane